NC=1C(=C(C=C2C=C(N=CC12)NC1=NN2CC(N(CCC2=C1)C)=O)C=1C(=C2C(=NC1)OC[C@@H](CO2)N)C)F |r| (+/-)-2-((8-amino-6-(3-amino-9-methyl-3,4-dihydro-2H-[1,4]dioxepino[2,3-b]pyridin-8-yl)-7-fluoroisoquinolin-3-yl)amino)-6-methyl-5,6-dihydro-4H-pyrazolo[1,5-d][1,4]diazepin-7(8H)-one